ClC1=CC=C(C=C1)C(N1C[C@@H](N(C[C@H]1C)C1=C(C(N(C=2C=CC(=NC12)C#N)C)=O)Cl)C)C1=CC=C(C=C1)Cl 8-((2s,5r)-4-(bis(4-chlorophenyl)methyl)-2,5-dimethylpiperazin-1-yl)-7-chloro-5-methyl-6-oxo-5,6-dihydro-1,5-naphthyridine-2-carbonitrile